methyl 4-amino-1-(benzo[d](1,3)dioxol-5-yl)-7-bromo-2-oxo-1,2-dihydroquinoline-3-carboxylate NC1=C(C(N(C2=CC(=CC=C12)Br)C1=CC2=C(OCO2)C=C1)=O)C(=O)OC